OC1=CC=C(C=C1)C(C)C1=CC=C(C=C1)O 2,2-bis(4-hydroxyphenyl)ethane